2-methacryloylthio-n-hexylthio-5-n-butylthio-1,3,4-thiadiazole C(C(=C)C)(=O)SC(CSC=1SC(=NN1)SCCCC)CCCC